(R)-2-(1,3-dioxaindol-2-yl)-4-methyl-N-(5-methylpyridin-2-yl)pentanamide O1C(OC2=CC=CC=C12)[C@H](C(=O)NC1=NC=C(C=C1)C)CC(C)C